(5-(3-((4-(6-azidohexyl)-1-phenyl-1H-imidazol-2-yl)carbamoyl)phenyl)pyridin-2-yl)carbamic acid tert-butyl ester C(C)(C)(C)OC(NC1=NC=C(C=C1)C1=CC(=CC=C1)C(NC=1N(C=C(N1)CCCCCCN=[N+]=[N-])C1=CC=CC=C1)=O)=O